CN1C(C2=C(C=C1)C(=CN2S(=O)(=O)C2=CC=C(C)C=C2)C2=CC(=CC=C2)CN2CC1(C2)CCOCC1)=O 6-Methyl-3-(3-(7-oxa-2-azaspiro[3.5]non-2-ylmethyl)phenyl)-1-tosyl-1H-pyrrolo[2,3-c]pyridin-7(6H)-one